C=CCCCCCCCCCCCCCCCCCC eicosen